C(C)(C)C1=C(C(=NO1)C)C(=O)N 5-isopropyl-3-methylisoxazole-4-carboxamide